ClC1=NC(=CC=C1F)F 2-Chloro-3,6-difluoropyridine